6-(3-fluoro-2-((tetrahydro-2H-pyran-2-yl)oxy)propoxy)benzo[d]thiazole FCC(COC1=CC2=C(N=CS2)C=C1)OC1OCCCC1